3-Amino-1-(2-((6-Amino-9H-purin-9-yl)methyl)-3-chloro-4-(trifluoromethyl)phenyl)-N-cyclopropylpyrrolidin-3-carboxamide NC1(CN(CC1)C1=C(C(=C(C=C1)C(F)(F)F)Cl)CN1C2=NC=NC(=C2N=C1)N)C(=O)NC1CC1